CC1=NC(=NC=C1)C1(CC1)C(=O)N 4-methylpyrimidin-2-yl-cyclopropane-1-carboxamide